ClC=1C=C2CN(C3(C2=CC1)CCC(CC3)=O)C[C@H](COCC3=CC=C(C=C3)OC)C 5'-chloro-2'-{(2R)-3-[(4-methoxyphenyl)methoxy]-2-methylpropyl}-2',3'-dihydrospiro[cyclohexane-1,1'-isoindol]-4-one